C(C)(C)(C)OC(=O)N=S(=O)(C)CC=1C=CC2=C(C=C(O2)C(=O)O)C1 5-[(N-tert-butoxycarbonyl-S-methyl-sulfonimidoyl)methyl]benzofuran-2-carboxylic Acid